C1(CC1)C(=O)NC1=CC(=C(N=N1)C(=O)NC([2H])([2H])[2H])NC1=C(C(=CC=C1)C1=NC=C(C=C1)S(=O)(=O)C)OC 6-(cyclopropanecarboxamido)-4-((2-methoxy-3-(5-(methylsulfonyl)pyridin-2-yl)phenyl)amino)-N-(methyl-d3)pyridazine-3-carboxamide